[C@H]1(C[C@H](CCC1)C(=O)O)C(=O)O trans-1,3-cyclohexanedicarboxylic acid